Chloro-Isobuten ClC=C(C)C